CCCCCCCCCCCCCCCCCCCCCC1=C(C=CC=C1O)O Heneicosylresorcinol